1-cyclopropyl-5-[(2S,6R)-6-methyl-4-(4-nitrophenyl)sulfonyl-morpholin-2-yl]pyridin-2-one C1(CC1)N1C(C=CC(=C1)[C@H]1CN(C[C@H](O1)C)S(=O)(=O)C1=CC=C(C=C1)[N+](=O)[O-])=O